carbamoylmethylpyridinium C(N)(=O)C[N+]1=CC=CC=C1